3,3,3-trifluoro-N-({3-fluoro-4-[5-(trifluoromethyl)-1,2,4-oxadiazol-3-yl]phenyl}methyl)propanamide FC(CC(=O)NCC1=CC(=C(C=C1)C1=NOC(=N1)C(F)(F)F)F)(F)F